FC=1C(=C(C=C(C1)C1=NOC(=N1)C1CN(C1)C(NCCOC)=O)NC(=O)C1=CN=C2N1C=CC=C2)C N-(3-fluoro-5-(5-(1-((2-methoxyethyl)carbamoyl)azetidin-3-yl)-1,2,4-oxadiazol-3-yl)-2-methylphenyl)imidazo[1,2-a]pyridine-3-carboxamide